The molecule is a bioactive sphingoid, sphinganine, in which the terminal hydroxy group has been replaced by a hydrogen. It has a role as an antineoplastic agent. It is a sphingoid and an amino alcohol. It derives from a sphinganine. It is a conjugate base of a 1-deoxysphinganine(1+). CCCCCCCCCCCCCCC[C@H]([C@H](C)N)O